[6-[[5-(trifluoromethoxy)-2-pyridinyl]methyl]-2-azaspiro[3.3]heptan-2-yl]methanone FC(OC=1C=CC(=NC1)CC1CC2(CN(C2)C=O)C1)(F)F